CC1=NC=2CCCCC2C(=N1)N1CC=2C=C(C=NC2CC1)C(F)(F)F 2-methyl-4-(3-(trifluoromethyl)-7,8-dihydro-1,6-naphthyridin-6(5H)-yl)-5,6,7,8-tetrahydroquinazoline